C(C1=CC=CC=C1)(=O)OCCC(CC)(OC(C1=CC=CC=C1)=O)CC 3-ethyl-1,3-pentanediol dibenzoate